ClC=1C(=CC2=C(N(C(=N2)C2=CC=C(C=C2)Cl)[C@H](C(=O)NC2CCCCC2)C2CCOCC2)C1)F (S)-2-[6-chloro-2-(4-chloro-phenyl)-5-fluoro-benzoimidazol-1-yl]-N-cyclohexyl-2-(tetrahydro-pyran-4-yl)-acetamide